COC(=O)C1=C(N(C(=CC1=O)C(C(=O)OCC)C1=NC=C(C=N1)Cl)CC)C1=CC(=C(C=C1)Cl)Cl 6-[1-(5-chloropyrimidin-2-yl)-2-ethoxy-2-oxo-ethyl]-2-(3,4-dichlorophenyl)-1-ethyl-4-oxo-pyridine-3-carboxylic acid methyl ester